3-amino-6-cyclopropylpicolinamide NC=1C(=NC(=CC1)C1CC1)C(=O)N